1-[(S)-2-(2-{5-[(R)-(1,3-Dimethyl-azetidin-3-yl)-hydroxy-(4-isopropyl-phenyl)-methyl]-pyridin-3-yl}-ethyl)-2-methyl-pyrrolidin-1-yl]-ethanone CN1CC(C1)(C)[C@@](C=1C=C(C=NC1)CC[C@@]1(N(CCC1)C(C)=O)C)(C1=CC=C(C=C1)C(C)C)O